ClC1=CC(=C(CN2CCN(CC2)C(=O)N2CCOCC2)C=C1Cl)O (4-(4,5-dichloro-2-hydroxybenzyl)piperazin-1-yl)(morpholino)methanone